(3R)-3-amino-2-methyl-butan-2-ol N[C@@H](C(C)(O)C)C